ClC=1C=C(C=CC1)N1N=CC(=C1)C(C(=O)NC1=NNC(=C1)C1CC1)CC 2-(1-(3-chlorophenyl)-1H-pyrazol-4-yl)-N-(5-cyclopropyl-1H-pyrazol-3-yl)butanamide